C(C)(C)(C)NC(=O)C1CCN(CC1)C1C[C@H]2CC[C@@H](C1)N2C2=NC(=NO2)C(F)(F)F N-tert-butyl-1-{(1R,3r,5S)-8-[3-(trifluoromethyl)-1,2,4-oxadiazol-5-yl]-8-azabicyclo[3.2.1]octan-3-yl}piperidine-4-carboxamide